NC1=CC=C(CC2=CC3=C(N(C(=N3)C3=CC=CC=C3)C)C=C2CC2=CC=C(C=C2)N)C=C1 5,6-bis(4-aminobenzyl)-1-methyl-2-phenyl-benzimidazole